C(C)(C)(C)OC(=O)N1CCC(=CC1)C1=NSC(=C1C1CC1)C(=O)OCC ETHYL 3-(1-(TERT-BUTOXYCARBONYL)-1,2,3,6-TETRAHYDROPYRIDIN-4-YL)-4-CYCLOPROPYLISOTHIAZOLE-5-CARBOXYLATE